4-[2-(3-aminopropylamino)ethyl]-N-[4-[4-[4-cyano-6-(trifluoromethyl)-2-pyridinyl]piperazin-1-yl]sulfonylphenyl]benzamide NCCCNCCC1=CC=C(C(=O)NC2=CC=C(C=C2)S(=O)(=O)N2CCN(CC2)C2=NC(=CC(=C2)C#N)C(F)(F)F)C=C1